(S)-6-(2-(4-methylbenzyl)pyrrolidin-1-yl)-4-morpholinopyridin-2(1H)-one CC1=CC=C(C[C@H]2N(CCC2)C2=CC(=CC(N2)=O)N2CCOCC2)C=C1